N-[2,3-difluoro-4-({6-methoxy-7-[2-(methylamino)ethoxy]quinolin-4-yl}oxy)phenyl]-2-fluoro-4-methoxypyridine-3-carboxamide FC1=C(C=CC(=C1F)OC1=CC=NC2=CC(=C(C=C12)OC)OCCNC)NC(=O)C=1C(=NC=CC1OC)F